2,6-Bis(benzyloxy)-3-bromopyridin C(C1=CC=CC=C1)OC1=NC(=CC=C1Br)OCC1=CC=CC=C1